dicyclohexyl-(3,5-diisopropylphenyl)phosphine C1(CCCCC1)P(C1=CC(=CC(=C1)C(C)C)C(C)C)C1CCCCC1